1-methyloctahydro-1H-pyrrolo[2,3-c]pyridine CN1CCC2C1CNCC2